C(C)OC([C@@H](NC(CNC([C@@H](NC(CC[C@@H]1[C@H](O)[C@@H](O)[C@H](O)[C@H](O1)CO)=O)CC(C)C)=O)=O)CC1=CC=CC=C1)=O 3-(α-D-Glucopyranosyl)propionyl-L-leucyl-L-glycyl-L-phenylalanine ethyl ester